octaphenyltetrasilanol sodium salt [Na].C1(=CC=CC=C1)[SiH]([Si]([Si]([Si](O)(C1=CC=CC=C1)C1=CC=CC=C1)(C1=CC=CC=C1)C1=CC=CC=C1)(C1=CC=CC=C1)C1=CC=CC=C1)C1=CC=CC=C1